N1=CC=CC(=C1)[C@@H]1N(C)CCC1 |r| (+/-)-(R,S)-nicotine